2-(tert-butyl)-4-(3-(3-(2-cyclopropyl-5-methyl-4-(1-(trifluoromethyl)cyclopropyl)-1H-imidazol-1-yl)-2,4-difluorophenyl)-3-azabicyclo[3.1.0]hex-6-yl)oxazole C(C)(C)(C)C=1OC=C(N1)C1C2CN(CC12)C1=C(C(=C(C=C1)F)N1C(=NC(=C1C)C1(CC1)C(F)(F)F)C1CC1)F